5-(3-isopropyl-5-(1-isopropylpiperidin-4-yl)-1H-indol-2-yl)-1,4-dimethyl-[3,3'-bipyridin]-2(1H)-one C(C)(C)C1=C(NC2=CC=C(C=C12)C1CCN(CC1)C(C)C)C=1C(=C(C(N(C1)C)=O)C=1C=NC=CC1)C